tert-Butyl (2-(3-chloro-5-(1-(1-methoxyisoquinolin-5-yl)-5-(trifluoromethyl)-1H-pyrazole-4-carboxamido)pyridin-2-yl)-2H-1,2,3-triazol-4-yl)carbamate ClC=1C(=NC=C(C1)NC(=O)C=1C=NN(C1C(F)(F)F)C1=C2C=CN=C(C2=CC=C1)OC)N1N=CC(=N1)NC(OC(C)(C)C)=O